2-(((1R)-1-(3,7-dimethyl-4-oxo-2-(3,4,4-trifluoropiperidin-1-yl)-4H-pyrido[1,2-a]pyrimidin-9-yl)ethyl)amino)benzoic acid CC1=C(N=C2N(C1=O)C=C(C=C2[C@@H](C)NC2=C(C(=O)O)C=CC=C2)C)N2CC(C(CC2)(F)F)F